1-ethyl 5-methyl (2E,4Z)-4-(1-aminopropylidene)pent-2-enedioate N\C(\CC)=C(\C=C\C(=O)OCC)/C(=O)OC